N-(3,4-dihydroxycyclopentyl)-3-(1H-imidazol-1-yl)benzamide OC1CC(CC1O)NC(C1=CC(=CC=C1)N1C=NC=C1)=O